5-((1-cyano-2-methylpropan-2-yl)amino)pyrimidine-2-carbaldehyde C(#N)CC(C)(C)NC=1C=NC(=NC1)C=O